FC(C1=CN=C2N1N=C(C=C2)C2=CNC=1N=C(N=CC12)NC=1C=NC(=CC1)N1CCN(CC1)C)F 5-(3-(difluoromethyl)imidazo[1,2-b]pyridazin-6-yl)-N-(6-(4-methylpiperazin-1-yl)pyridin-3-yl)-7H-pyrrolo[2,3-d]pyrimidin-2-amine